C1(CC1)C=1SC(=CN1)C1=CC(=NC=C1)N(C(=O)[C@@H]1CC[C@H](CC1)CC(=O)O)CC12CCC(CC1)(CC2)C2=CC(=C(C=C2)OC)C trans-2-(4-((4-(2-Cyclopropylthiazol-5-yl)pyridin-2-yl)((4-(4-methoxy-3-methylphenyl)bicyclo[2.2.2]octan-1-yl)methyl)carbamoyl)cyclohexyl)acetic acid